4-((4-(benzyloxy)-2-methoxy-6-methylbenzoyl)oxy)-6-hydroxy-2,3-dimethylbenzoic acid C(C1=CC=CC=C1)OC1=CC(=C(C(=O)OC2=C(C(=C(C(=O)O)C(=C2)O)C)C)C(=C1)C)OC